6-(2-((3-fluorophenyl)amino)-6,7-dihydrothiazolo[5,4-c]pyridin-5(4H)-yl)-4,5-dimethylpyridazine-3-carbonitrile FC=1C=C(C=CC1)NC=1SC=2CN(CCC2N1)C1=C(C(=C(N=N1)C#N)C)C